C(C)OC(CCCC=1C=CC=NC1)=O 5-(4-ethoxy-4-oxobutyl)pyridine